BrC1=CC(=C2C=CC=CC2=C1)I 7-bromo-5-iodonaphthalene